ClC=1C=2C(N=C3N(C2C=CC1)C1=CC(=CC=C1C3(C)C)N3CCN(CC3)CC3=CC=C(C=N3)N3CCC(CC3)C3=CC(=C(C(=C3)F)C3C(NC(CC3)=O)=O)F)=O 3-(4-(1-(6-((4-(4-chloro-7,7-dimethyl-5-oxo-5,7-dihydroindolo[1,2-a]quinazolin-10-yl)piperazin-1-yl)methyl)pyridin-3-yl)piperidin-4-yl)-2,6-difluorophenyl)piperidine-2,6-dione